tert-butyl (2-(((4S,7S,9aS)-7-(1H-indole-1-carbonyl)-8,8-dimethyl-5-oxooctahydropyrrolo[2,1-b][1,3]thiazepin-4-yl)amino)-2-thioxoethyl)(methyl)carbamate N1(C=CC2=CC=CC=C12)C(=O)[C@@H]1C(C[C@@H]2SCC[C@@H](C(N21)=O)NC(CN(C(OC(C)(C)C)=O)C)=S)(C)C